FC1=C(C=CC(=C1)F)[C@]([C@@H](C)C=1SC=C(N1)C1=CC=C(C#N)C=C1)(CN1N=CN=C1)O 4-[2-[(2R,3R)-3-(2,4-Difluorophenyl)-3-hydroxy-4-(1,2,4-triazol-1-yl)butan-2-yl]-1,3-thiazol-4-yl]benzonitrile